Sodium (4-ethoxyphenyl)sulfamate C(C)OC1=CC=C(C=C1)NS([O-])(=O)=O.[Na+]